(E)-1,1,1,2,2,4,5,5,6,6,7,7,7-tridecafluoro-3-methoxyhept-3-ene FC(C(/C(=C(/C(C(C(F)(F)F)(F)F)(F)F)\F)/OC)(F)F)(F)F